(trans-3a-methoxyhexahydropyrrolo[3,4-c]pyrrol-2(1H)-yl)methanone dihydrochloride Cl.Cl.CO[C@@]12[C@H](CNC1)CN(C2)C=O